lithium difluoro bis(malonate) borate B([O-])(O)O.C(CC(=O)O)(=O)OF.C(CC(=O)O)(=O)OF.[Li+]